BrC1=CC2=C(S1)C(=CC(=C2)C(=O)OC)Cl 5-Methyl 2-bromo-7-chlorobenzo[b]thiophene-5-carboxylate